3-fluoro-4-(1-octyloxy)phenylboronic acid FC=1C=C(C=CC1OCCCCCCCC)B(O)O